4-[5-(1,3-benzodioxol-5-yl)thiophen-2-yl]methyl-2,4-dihydro-3H-1,2,4-triazol-3-one hydrochloride Cl.O1COC2=C1C=CC(=C2)C2=CC=C(S2)CN2C(NN=C2)=O